3-{4-[(5-bromo-2-chlorophenyl)methyl]phenoxy}tetrahydrofuran BrC=1C=CC(=C(C1)CC1=CC=C(OC2COCC2)C=C1)Cl